2-(4-chloro-3-fluorophenoxy)-N-{3-[5-(3-fluorophenoxy)-1,3,4-oxadiazol-2-yl]bicyclo[1.1.1]pentan-1-yl}acetamide ClC1=C(C=C(OCC(=O)NC23CC(C2)(C3)C=3OC(=NN3)OC3=CC(=CC=C3)F)C=C1)F